2-((E)-3-(4-amino-3-(((2R,3S,4R,5R)-5-(6-amino-9H-purin-9-yl)-3,4-dihydroxytetrahydrofuran-2-yl)methoxy)phenyl)acryloyl)benzoic acid NC1=C(C=C(C=C1)/C=C/C(=O)C1=C(C(=O)O)C=CC=C1)OC[C@H]1O[C@H]([C@@H]([C@@H]1O)O)N1C2=NC=NC(=C2N=C1)N